C(C1=C(C(=CC(=C1)C)C(C)(C)C)O)C1=C(C(=CC(=C1)C)C(C)(C)C)O methylene-bis-(4-methyl-6-tert-butyl-phenol)